ClC=1C(=CC=C2N=CC(=NC12)C=1C=NN(C1)CC1(CC1)N)OC=1C=CC2=C(NC(=N2)C)C1 1-[(4-{8-chloro-7-[(2-methyl-1H-1,3-benzodiazol-6-yl)oxy]quinoxalin-2-yl}-1H-pyrazol-1-yl)methyl]cyclopropan-1-amine